F[P-](F)(F)(F)(F)F.Br[P+](N1CCCC1)(N1CCCC1)N1CCCC1 bromotripyrrolidinophosphonium hexafluorophosphate